2-fluoro-4-((3-(5-cyanothiophen-2-yl)-1H-pyrazol-5-yl)amino)-N-(3-(diethylamino)propyl)benzamide FC1=C(C(=O)NCCCN(CC)CC)C=CC(=C1)NC1=CC(=NN1)C=1SC(=CC1)C#N